1-(2-ethylhexyl)imidazolium acetate C(C)(=O)[O-].C(C)C(CN1C=[NH+]C=C1)CCCC